5-t-butylbenzothiophene C(C)(C)(C)C=1C=CC2=C(C=CS2)C1